CN1N=C(C=C1)C1=C(C=C(C=C1)O)[N+](=O)[O-] 4-(1-Methyl-1H-pyrazol-3-yl)-3-nitrophenol